4-monomethoxytritylsulfenate COC1=CC=C(C(C2=CC=CC=C2)(C2=CC=CC=C2)OS)C=C1